C(C)OC(=C)[Sn](CCCC)(CCCC)CCCC 1-ethoxy-1-(tributylstannyl)ethylene